C1NCC12CCC(CC2)OC2CCN(CC2)C(=O)OCC2=CC=CC=C2 benzyl 4-((2-azaspiro[3.5]nonan-7-yl)oxy)piperidine-1-carboxylate